1-(3-(2-(2-cyanoacetyl)-1-methyl-1,2,3,4-tetrahydroisoquinolin-6-yl)propyl)piperidine-4-carboxamide C(#N)CC(=O)N1C(C2=CC=C(C=C2CC1)CCCN1CCC(CC1)C(=O)N)C